(2S,4S)-1-((S)-2-amino-2-(3-ethyladamantan-1-yl)acetyl)-4-fluoropyrrolidine-2-carbonitrile N[C@H](C(=O)N1[C@@H](C[C@@H](C1)F)C#N)C12CC3(CC(CC(C1)C3)C2)CC